C(CCCCC)(=O)[O-].[Na+] Natrium caproat